C(#N)C=1C=NN2C1C(=CC(=C2)OCC(C)(C)O)C2=CN=C(S2)N2CC1N(C(C2)C1)C(=O)NC1=CC=CC=C1 3-(5-(3-cyano-6-(2-hydroxy-2-methylpropyloxy)pyrazolo[1,5-a]pyridin-4-yl)thiazol-2-yl)-N-phenyl-3,6-diazabicyclo[3.1.1]heptane-6-carboxamide